nickel-molybdenum-cobalt [Co].[Mo].[Ni]